2-((3,5-dicyano-4-ethyl-6-(piperazin-1-yl)pyridin-2-yl)thio)-2-phenylacetamide, Trifluoroacetic acid salt FC(C(=O)O)(F)F.C(#N)C=1C(=NC(=C(C1CC)C#N)N1CCNCC1)SC(C(=O)N)C1=CC=CC=C1